1-[(3-fluorooxetan-3-yl)methyl]-6-(4-nitro-1-tetrahydropyran-2-yl-pyrazol-3-yl)pyrazolo[4,3-c]pyridine FC1(COC1)CN1N=CC=2C=NC(=CC21)C2=NN(C=C2[N+](=O)[O-])C2OCCCC2